9-(diethylamino)benzo[a]phenoxazin-5-one C(C)N(C=1C=C2OC3=CC(C4=C(C3=NC2=CC1)C=CC=C4)=O)CC